(5-(7-fluoro-6-methoxy-1H-benzo[d]imidazol-2-yl)-1H-pyrrol-3-yl)(2-(trifluoromethyl)phenyl)methanone FC1=C(C=CC2=C1NC(=N2)C2=CC(=CN2)C(=O)C2=C(C=CC=C2)C(F)(F)F)OC